C(C)N1C(C(N(CC1)C(=O)N[C@@H](C(=O)N[C@@H]1B(OC2=C(C1)C=CC=C2C(=O)O)O)C2=CC(=C(C=C2)P(=O)(O)O)F)=O)=O (R)-3-((R)-2-(4-ethyl-2,3-dioxopiperazine-1-carboxamido)-2-(3-fluoro-4-phosphonophenyl)acetamido)-2-hydroxy-3,4-dihydro-2H-benzo[e][1,2]oxaborinine-8-carboxylic acid